CC(CCNCC(=O)O)C [(3-METHYLBUTYL)AMINO]ACETIC ACID